succinic acid mono[2-[(2-methyl-acryloyl) oxy] ethyl] ester CC(C(=O)OCCOC(CCC(=O)O)=O)=C